bis(pent-4-yn-1-yl) sulfite S(=O)(OCCCC#C)OCCCC#C